6-(maleimidyl)caproic acid succinimidyl ester C1(CCC(N1OC(CCCCCN1C(C=CC1=O)=O)=O)=O)=O